1,3-diphenyldisiloxane C1(=CC=CC=C1)[SiH2]O[SiH2]C1=CC=CC=C1